4-(5-methyl-1H-pyrazol-3-yl)-6-(1-methyl-1H-pyrazol-4-yl)pyrimidine-2,4-diamine CC1=CC(=NN1)C1(NC(=NC(=C1)C=1C=NN(C1)C)N)N